5-((6-chloro-5-(4'-((((2S,3R,4R,5R)-2,3,4,5,6-pentahydroxyhexyl)amino)methyl)-[1,1'-biphenyl]-4-yl)-1H-imidazo[4,5-b]pyridin-2-yl)oxy)-2-methylbenzoic acid ClC=1C=C2C(=NC1C1=CC=C(C=C1)C1=CC=C(C=C1)CNC[C@@H]([C@H]([C@@H]([C@@H](CO)O)O)O)O)N=C(N2)OC=2C=CC(=C(C(=O)O)C2)C